4-[(6-chloro-8-isopropyl-7-oxo-pyrido[2,3-d]pyrimidin-2-yl)amino]-3-methyl-benzenesulfonyl chloride tert-butyl-(1R,4R,5S)-5-hydroxy-2-azabicyclo[2.2.1]heptane-2-carboxylate C(C)(C)(C)OC(=O)N1[C@H]2C[C@@H]([C@@H](C1)C2)O.ClC2=CC1=C(N=C(N=C1)NC1=C(C=C(C=C1)S(=O)(=O)Cl)C)N(C2=O)C(C)C